C[C@@H]1N(C[C@H](NC1)C)C=1N=CC(=NC1)C#N 5-[(2S,5R)-2,5-dimethylpiperazin-1-yl]pyrazine-2-carbonitrile